CC=1C=CC=2N(C3=CC=C(C=C3C2C1)C)CCCCP(O)(O)=O 4-(3,6-dimethyl-9H-carbazole-9-yl)butyl-phosphonic acid